(cyclobutanecarbonyl)pyrrol C1(CCC1)C(=O)C=1NC=CC1